water germinate C1=CC=[Ge](C=C1)C(=O)O.O